C(=C)OC1C2C3CCCC3C(C1)C2 8-tricyclo[5.2.1.02,6]decanyl vinyl ether